1-Benzyl-1H-pyrazole-3-carboxylic acid ethyl ester C(C)OC(=O)C1=NN(C=C1)CC1=CC=CC=C1